n-methyl-1'-((4-oxo-4,5-dihydroimidazo[1,2-a]quinoxalin-7-yl)methyl)-1',2',3',6'-tetrahydro-[3,4'-bipyridine]-6-carboxamide CNC(=O)C1=CC=C(C=N1)C=1CCN(CC1)CC=1C=C2NC(C=3N(C2=CC1)C=CN3)=O